Cl.OC1=C2C(C=3C=CC=C(C3C(C2=C(C=2CCC(CC12)(C(CO)=O)O)O)=O)OC)=O 6,8,11-trihydroxy-8-hydroxyacetyl-1-methoxy-7,8,9,10-tetrahydronaphthacene-5,12-dione hydrochloride